C(C)(C)(C)OC(=O)N(C(OC(C)(C)C)=O)C1=NC=C(N=C1C1=CC(=NO1)C1=CC=C(C=C1)NC(=O)OC1=CC=CC=C1)C1=CC=C(C=C1)S(=O)(=O)C(C)C tert-butyl (tert-butoxycarbonyl)(5-(4-(isopropylsulfonyl)phenyl)-3-(3-(4-((phenoxycarbonyl)amino)phenyl)isoxazol-5-yl)pyrazin-2-yl)carbamate